6-(1-(3-(3-((4-((8-isopropyl-7-oxo-7,8-dihydropyrido[2,3-d]pyrimidin-2-yl)amino)piperidin-1-yl)sulfonyl)phenyl)-2-methylpropyl)piperidin-4-yl)-1-methyl-1H-indazol C(C)(C)N1C(C=CC2=C1N=C(N=C2)NC2CCN(CC2)S(=O)(=O)C=2C=C(C=CC2)CC(CN2CCC(CC2)C2=CC=C1C=NN(C1=C2)C)C)=O